C12NCCCC2C1 2-azabicyclo[4.1.0]heptan